C1N(CC12CCC2)S(=O)(=O)C2=CC=C(O2)C(=O)N2CC1(C3=CC(=CC=C23)NS(=O)(=O)C)CCC2(CC1)CC2 N-(1''-(5-((2-azaspiro[3.3]heptan-2-yl)sulfonyl)furan-2-carbonyl)dispiro[cyclopropane-1,1'-cyclohexane-4',3''-indolin]-5''-yl)methanesulfonamide